carbonyldihydrido(triphenylphosphine) iridium [Ir].C(=O)=P(C1=CC=CC=C1)(C1=CC=CC=C1)C1=CC=CC=C1